2'-Chloro-5'-methoxy-N-(5-(3-methoxy-6-methylpyrazine-2-carbonyl)-5,6-dihydro-4H-pyrrolo[3,4-d]thiazol-2-yl)-6-methyl-[4,4'-bipyridine]-3-carboxamide ClC1=NC=C(C(=C1)C1=C(C=NC(=C1)C)C(=O)NC=1SC2=C(N1)CN(C2)C(=O)C2=NC(=CN=C2OC)C)OC